C(#N)C1=C(OCC2=CC=CC(=N2)CC2CCN(CC2)C(=O)OC(C)(C)C)C=CC(=C1)C tert-Butyl 4-((6-((2-cyano-4-methylphenoxy)methyl)pyridin-2-yl)methyl)piperidine-1-carboxylate